FC1=C(C2=C(C(=N1)OC)N=C(S2)NC(=O)N2C[C@@]1(CCOC1)CC2)C2CCOCC2 (5S)-N-[6-Fluoro-4-methoxy-7-(oxan-4-yl)-[1,3]thiazolo[4,5-c]pyridin-2-yl]-2-oxa-7-azaspiro[4.4]nonan-7-carboxamid